(2S,4S)-1-((R)-2-Amino-5-oxo-5-pyrrolidin-1-yl-pentanoyl)-4-benzyl-pyrrolidine-2-carboxylic acid (1-methyl-1H-benzotriazol-5-ylmethyl)-amide CN1N=NC2=C1C=CC(=C2)CNC(=O)[C@H]2N(C[C@H](C2)CC2=CC=CC=C2)C([C@@H](CCC(N2CCCC2)=O)N)=O